(S)-N-(1-benzyl-3-methylpyrrolidin-3-yl)acetamide (2R,3R)-2,3-bis((4-methoxybenzoyl)oxy)succinate COC1=CC=C(C(=O)O[C@@H](C(=O)O)[C@H](C(=O)O)OC(C2=CC=C(C=C2)OC)=O)C=C1.C(C1=CC=CC=C1)N1C[C@@](CC1)(C)NC(C)=O